(pyridin-4-ylaminomethylene)-malonate N1=CC=C(C=C1)NC=C(C(=O)[O-])C(=O)[O-]